(R)-benzopyran-4-ol O1CC=C(C2=C1C=CC=C2)O